7-fluoro-1H-benzimidazol FC1=CC=CC2=C1NC=N2